N-(4,5-dichloro-2-((5-chloro-2-((2-(4-(4-methylpiperazin-1-yl)piperidin-1-yl)quinolin-6-yl)amino)pyrimidin-4-yl)amino)phenyl)methanesulfonamide ClC1=CC(=C(C=C1Cl)NS(=O)(=O)C)NC1=NC(=NC=C1Cl)NC=1C=C2C=CC(=NC2=CC1)N1CCC(CC1)N1CCN(CC1)C